NCCCNCCC[Si](OC)(OC)C N-(γ-aminopropyl)-γ-aminopropylmethyldimethoxysilane